7-hydroxy-2-methyl-[1,3,4]Thiadiazolo[3,2-a]Pyrimidin-5-one OC=1N=C2N(C(C1)=O)N=C(S2)C